20-((2-undecyl-1,3-dioxan-5-yl)oxy)-3,6,9,12,15,18-hexaoxaeicosan-1-ol C(CCCCCCCCCC)C1OCC(CO1)OCCOCCOCCOCCOCCOCCOCCO